2-(4-((4-isopropylphenyl)(piperidin-3-yl)amino)phenoxy)pyrido[3,4-d]pyrimidin-4-ol C(C)(C)C1=CC=C(C=C1)N(C1=CC=C(OC=2N=C(C3=C(N2)C=NC=C3)O)C=C1)C1CNCCC1